Dodecanate C(CCCCCCCCCCC)(=O)[O-]